(3S,4S)-8-(5-((6-amino-2,3-dichloropyridin-4-yl)thio)pyrazin-2-yl)-3-methyl-2-oxa-8-azaspiro[4.5]decane NC1=CC(=C(C(=N1)Cl)Cl)SC=1N=CC(=NC1)N1CCC2(C[C@@H](OC2)C)CC1